β-aminocrotonate N\C(=C/C(=O)[O-])\C